CNC(C1=CC(=CC=C1)CN1C(C2=CC=C(C=C2C=C1)C=1C=NOC1C)=O)=O n-methyl-3-((6-(5-methylisoxazol-4-yl)-1-oxoisoquinolin-2(1H)-yl)methyl)benzamide